2-chloroethyl-rel-(6S,7R)-2-oxo-7-({[(1s,4s)-4-(3-{[(2-chloroethoxy)-carbonyl]oxy}phenyl)cyclohexyl]oxy}methyl)-4-oxa-1,8-diazaspiro[5.5]undecane-8-carboxylate ClCCOC(=O)N1[C@H]([C@]2(COCC(N2)=O)CCC1)COC1CCC(CC1)C1=CC(=CC=C1)OC(=O)OCCCl |o1:7,8|